C(C)N1N=C(C2=C1C(NCC1(CCOCC1)C2)=O)CC(COC(=O)C2=NN(C(=C2)C)C)(C)C 1,5-Dimethylpyrazole-3-carboxylic acid [3-(1-ethyl-8-oxo-spiro[6,7-dihydro-4H-pyrazolo[3,4-c]azepin-5,4'-tetrahydropyran]-3-yl)-2,2-dimethyl-propyl] ester